2-(7-fluoro-9H-carbazol-2-yl)-N-(4-fluorobenzyl)-N-methylacetamide FC1=CC=C2C=3C=CC(=CC3NC2=C1)CC(=O)N(C)CC1=CC=C(C=C1)F